FC1(CNCC[C@H]1C1=CC=CC=2N(C(N(C21)C)=O)C2C(NC(CC2)=O)=O)F 3-(4-((S)-3,3-difluoropiperidin-4-yl)-3-methyl-2-oxo-2,3-dihydro-1H-benzo[d]imidazol-1-yl)piperidine-2,6-dione